(S)-4-(3-fluorophenyl)-7-(2-morpholinopyrimidin-5-yl)-3,4-dihydro-1H-benzo[4,5]imidazo[2,1-c][1,4]oxazine FC=1C=C(C=CC1)[C@@H]1N2C(COC1)=NC1=C2C=C(C=C1)C=1C=NC(=NC1)N1CCOCC1